3-(3-bromophenyl)-3-(hydroxymethyl)pyrrolidine-1-carboxylic acid tert-butyl ester C(C)(C)(C)OC(=O)N1CC(CC1)(CO)C1=CC(=CC=C1)Br